CN(C(=O)N1CC(C1)N(C([O-])=O)C1CN(C1)C1=CC(=C(C(=C1)F)C1C(NC(CC1)=O)=O)F)C=1C=NC(=CC1)C 1-(methyl(6-methylpyridin-3-yl)carbamoyl)azetidin-3-yl-(1-(4-(2,6-dioxopiperidin-3-yl)-3,5-difluorophenyl)azetidin-3-yl)carbamate